ClC1=C(C(=C(NC=2C3=C(N=CN2)C=CC(=N3)O[C@@H]3CN(CC3)C(C=C)=O)C=C1)F)F 1-[(3S)-3-[4-(4-chloro-2,3-difluoro-anilino)pyrido[3,2-d]pyrimidin-6-yl]oxypyrrolidin-1-yl]prop-2-en-1-one